CN(C)CC1=C(CNC2=CC(=C(C(=C2)F)S(=O)(=O)NC=2N=CSC2)F)C(=CC=C1)F 4-((2-((dimethylamino)methyl)-6-fluorobenzyl)amino)-2,6-difluoro-N-(thiazol-4-yl)benzenesulfonamide